(S)-8-(4-(azetidine-2-carbonyl)piperazin-1-yl)-N-(1-methylcyclopropyl)-3-(5-(trifluoromethyl)-1,3,4-thiadiazol-2-yl)imidazo[1,5-a]pyridine-6-sulfonamide N1[C@@H](CC1)C(=O)N1CCN(CC1)C=1C=2N(C=C(C1)S(=O)(=O)NC1(CC1)C)C(=NC2)C=2SC(=NN2)C(F)(F)F